FC=1C=C(C(=CC1)F)O 3,6-difluorophenol